4-([2-([2-[(1S)-2-[6-oxo-5-(trifluoromethyl)-1,6-dihydropyridazin-4-yl]-2,3-dihydro-1H-isoindol-1-yl]ethyl]amino)acetyl]piperazin-1-yl)pyridine-3-carbonitrile O=C1C(=C(C=NN1)N1[C@H](C2=CC=CC=C2C1)CCNCC(=O)C1N(CCNC1)C1=C(C=NC=C1)C#N)C(F)(F)F